FC=1C(=C2C(=NC1N1CC3(CN(C3)C(C=C)=O)CC1)CC(OC2)(C)C)C2=CC=CC1=CC(=CC=C21)O (M)-1-(6-(3-fluoro-4-(6-hydroxy-1-naphthalenyl)-7,7-dimethyl-7,8-dihydro-5H-pyrano[4,3-b]pyridin-2-yl)-2,6-diazaspiro[3.4]octan-2-yl)-2-propen-1-one